2-(6-Chloro-benzothiazol-2-ylamino)-1-methyl-1H-benzoimidazole-5-carboxylic acid {[methyl-(tetrahydro-pyran-4-yl)-carbamoyl]-methyl}-amide CN(C(=O)CNC(=O)C1=CC2=C(N(C(=N2)NC=2SC3=C(N2)C=CC(=C3)Cl)C)C=C1)C1CCOCC1